1-(tert-butyl) 3-ethyl 3-(2-bromo-N-(4-chloro-3-fluorobenzyl)acetamido)azetidine-1,3-dicarboxylate BrCC(=O)N(CC1=CC(=C(C=C1)Cl)F)C1(CN(C1)C(=O)OC(C)(C)C)C(=O)OCC